BrC1=CN=C(C2=CN=C(C=C12)Cl)OCC1(CC1)F 4-bromo-6-chloro-1-((1-fluorocyclopropyl)methoxy)-2,7-naphthyridine